3-Farnesyl-2,4-dihydroxybenzoic acid C(C=C(C)CCC=C(C)CCC=C(C)C)C=1C(=C(C(=O)O)C=CC1O)O